OC=1C(=NC=C(C1C)OS(=O)(=O)C(F)(F)F)C(=O)O 3-hydroxy-4-methyl-5-(((trifluoromethyl)sulfonyl)oxy)picolinic acid